3-azabicyclo[3.2.0]heptan-6-ol C12CNCC2C(C1)O